FC=1C(=NC=C(C1)F)CNC(=O)C1=CN=C(S1)N1C[C@H](C(CC1)=O)CC |r| racemic-N-[(3,5-difluoropyridin-2-yl)methyl]-2-(3-ethyl-4-oxopiperidin-1-yl)-1,3-thiazole-5-carboxamide